NC=1C(NC2=CC(=CC=C2C1)Cl)=O 3-amino-7-chloroquinolin-2(1H)-one